BrC=1C=C(C(=O)C2C(CCC2)=O)C=C(C1F)F 2-(3-bromo-4,5-difluorobenzoyl)cyclopentan-1-one